tert-butyl (cyclohexyl(3,7-dimethyl-2,6-dioxo-2,3,6,7-tetrahydro-1H-purin-8-yl)methyl)carbamate C1(CCCCC1)C(C1=NC=2N(C(NC(C2N1C)=O)=O)C)NC(OC(C)(C)C)=O